(2S,3R)-Methyl 3-azido-2-((tert-butoxycarbonyl)amino)butanoate N(=[N+]=[N-])[C@@H]([C@@H](C(=O)OC)NC(=O)OC(C)(C)C)C